FC1=C(C=CC(=C1)F)C1=CC2(CC(C2)NC(=O)C=2C=C3CN(C(C3=CC2F)=O)C2C(NC(CC2)=O)=O)C1 N-(6-(2,4-difluorophenyl)spiro[3.3]hept-5-en-2-yl)-2-(2,6-dioxopiperidin-3-yl)-6-fluoro-1-oxoisoindoline-5-carboxamide